methyl 3-(4-(4-methyl-1-((2-(trimethylsilyl) ethoxy) methyl)-1H-imidazol-5-yl) piperidin-1-yl)-4-nitrobenzoate CC=1N=CN(C1C1CCN(CC1)C=1C=C(C(=O)OC)C=CC1[N+](=O)[O-])COCC[Si](C)(C)C